NOC[C@H](C)NC1=C(C(N(N=C1)COCC[Si](C)(C)C)=O)C(F)(F)F (S)-5-{[1-(aminooxy)propan-2-yl]amino}-4-(Trifluoromethyl)-2-{[2-(trimethylsilyl)ethoxy]methyl}pyridazin-3(2H)-one